2-(4-(cyclopropylsulfonyl)phenyl)ethan-1-ol C1(CC1)S(=O)(=O)C1=CC=C(C=C1)CCO